ClC1=C(C=C2C(=NC=NC2=C1)N1CCN(CC1)C(C=C)=O)C1=CC(=CC=C1)Cl 1-(4-(7-chloro-6-(3-chlorophenyl)quinazolin-4-yl)piperazin-1-yl)prop-2-en-1-one